2-(4-cyclopropyl-6-methoxypyrimidin-5-yl)-8-(3-fluoro-4-(1-methyl-4-(trifluoromethyl)-1H-imidazol-2-yl)benzyl)-[1,2,4]triazolo[1,5-a]pyrazine C1(CC1)C1=NC=NC(=C1C1=NN2C(C(=NC=C2)CC2=CC(=C(C=C2)C=2N(C=C(N2)C(F)(F)F)C)F)=N1)OC